ethyl ((E)-3-(1-(4-(dimethylamino) benzamido)-2,3-dihydro-1H-inden-5-yl) acrylate) CN(C1=CC=C(C(=O)NC2CCC3=CC(=CC=C23)/C=C/C(=O)OCC)C=C1)C